BrC1=CC(=C2CN(C(C2=C1)=O)C1C(NC(CC1)=O)=O)OC(F)(F)F 3-(6-bromo-1-oxo-4-(trifluoromethoxy)isoindolin-2-yl)piperidine-2,6-dione